(Z)-2-(1-Benzylpyrrolidin-3-ylidene)-2-fluoroethane-1-ol C(C1=CC=CC=C1)N1C\C(\CC1)=C(\CO)/F